(2-(((5-((4-fluorophenyl)carbamoyl)pyrimidin-2-yl)thio)methyl)-4-(trifluoromethoxy)phenyl)boronic acid FC1=CC=C(C=C1)NC(=O)C=1C=NC(=NC1)SCC1=C(C=CC(=C1)OC(F)(F)F)B(O)O